N,N-dimethylasparagine CN([C@@H](CC(N)=O)C(=O)O)C